FC(C(CC(=O)C1=CC=NC=C1)=O)F 4,4-difluoro-1-(4-pyridyl)butane-1,3-dione